C(C)(C)(C)OC(=O)N(C(OC(C)(C)C)=O)C1=NC=CC(=C1F)C1=C(C=2C(NCCC2N1)=O)NC1=C(C(=CC=C1)F)OC tert-butyl N-(tert-butoxycarbonyl)-N-(3-fluoro-4-[3-[(3-fluoro-2-methoxyphenyl)amino]-4-oxo-1H,5H,6H,7H-pyrrolo[3,2-c]pyridin-2-yl]pyridin-2-yl)carbamate